4-amino-6-(methylthio)nicotinic acid NC1=CC(=NC=C1C(=O)O)SC